ClC=1C=C(C=CC1F)NC1=NC=NC2=CC(=C(C=C12)OCCCN1CCN(CC1)CC=1C=C2C(N(C(C2=CC1)=O)C1C(NC(CC1)=O)=O)=O)OC 5-((4-(3-((4-((3-chloro-4-fluorophenyl)amino)-7-methoxyquinazolin-6-yl)oxy)propyl)piperazin-1-yl)methyl)-2-(2,6-dioxopiperidin-3-yl)isoindoline-1,3-dione